Cl.O[C@@]1([C@H](CNC1)OC1=C(C=C(C#N)C=C1)OCC(F)(F)F)CO 4-(((3S,4R)-4-hydroxy-4-(hydroxymethyl)pyrrolidin-3-yl)oxy)-3-(2,2,2-trifluoroethoxy)benzonitrile, Hydrochloride